ClC=1C=C(C=CC1Cl)C=1C=CN2C1C(N(C=C2)CC(N2CCCC2)=O)=O 8-(3,4-dichlorophenyl)-2-(2-oxo-2-(pyrrolidin-1-yl)ethyl)pyrrolo[1,2-a]pyrazin-1(2H)-one